copper dicyclopentadiene diformate C(=O)[O-].C(=O)[O-].C1=CC=CC1.C1=CC=CC1.[Cu+2]